tert-butyl 6-(4-(4-(((2-(2,6-dioxopiperidin-3-yl)-1-oxoisoindolin-4-yl)amino)methyl)benzyl)piperazin-1-yl)hexanoate O=C1NC(CCC1N1C(C2=CC=CC(=C2C1)NCC1=CC=C(CN2CCN(CC2)CCCCCC(=O)OC(C)(C)C)C=C1)=O)=O